tetrahydropyrazolo[1,5-a][1,4]diazepine-5-carboxylate N1CCC2N1C=CCN(C2)C(=O)[O-]